tert-butyl O2-methyl rac-(2R,3S)-3-[2-(3-fluoroazetidin-1-yl)ethyl-methyl-carbamoyl]piperidine-1,2-dicarboxylate FC1CN(C1)CCN(C(=O)[C@@H]1[C@@H](N(CCC1)C(=O)OC(C)(C)C)C(=O)OC)C |r|